C1(CC1)C=1C(=NC(=NC1C=1C=NN(C1)C)CC1=CC=C(C=C1)S(=O)(=O)C)NC1=NNC(=C1)C 5-cyclopropyl-N-(5-methyl-1H-pyrazol-3-yl)-6-(1-methyl-1H-pyrazol-4-yl)-2-(4-(methylsulfonyl)benzyl)pyrimidin-4-amine